BrC=1C=C(C=CC1O)CC(C(=O)O)=NO 3-(3-bromo-4-hydroxyphenyl)-2-hydroxyiminopropionic acid